diphenyl-tetrazole bromide [Br-].C1(=CC=CC=C1)C1(N=NN=N1)C1=CC=CC=C1